O=C1NC(CCC1N1C(N(C2=C1C=CC(=C2)CC(=O)O)C)=O)=O [1-(2,6-dioxo-3-piperidinyl)-3-methyl-2-oxo-benzimidazol-5-yl]Acetic acid